FC1(C(N(C1)C=1C=C2C(=CC=NC2=CC1)C(=O)O)C)F 6-(3,3-difluoro-2-methylazetidin-1-yl)quinoline-4-carboxylic acid